FC1(CN(CCC1NC(OC(C)(C)C)=O)C1=NC=CC(=N1)C1=NC2=CC(=NC=C2C=C1)CNC(C1=CC(=CC(=C1)S(=O)(=O)C)F)=O)F tert-butyl (3,3-difluoro-1-(4-(7-((3-fluoro-5-(methylsulfonyl)benzamido)methyl)-1,6-naphthyridin-2-yl)pyrimidin-2-yl)piperidin-4-yl)carbamate